3-ethylbutyrate C(C)C(CC(=O)[O-])C